N-(4-bromo-2-fluorobenzyl)-1-methyl-1H-pyrazol-4-amine BrC1=CC(=C(CNC=2C=NN(C2)C)C=C1)F